N(=C=O)CCCNC(OC(C)(C)C)=O tert-Butyl (3-isocyanatopropyl)carbamate